NC1(CC(=CC=C1)CC=1CC(C=CC1)(N)C(=O)O)C(=O)O bis(3-amino-3-carboxyphenyl)methane